2,4-dichlorophenolate ClC1=C(C=CC(=C1)Cl)[O-]